Methyl (2R,3S,4R)-3-fluoro-4-hydroxy-1-(9-phenyl-9H-fluoren-9-yl)pyrrolidine-2-carboxylate F[C@H]1[C@H](N(C[C@H]1O)C1(C2=CC=CC=C2C=2C=CC=CC12)C1=CC=CC=C1)C(=O)OC